7-amino-5-bromo-2,3-dihydro-1H-inden-1-one NC=1C=C(C=C2CCC(C12)=O)Br